(S)-8-bromo-2-(2-(hydroxymethyl)morpholino)-4-oxo-4H-chromen-6-carboxylic acid methyl ester COC(=O)C=1C=C2C(C=C(OC2=C(C1)Br)N1C[C@H](OCC1)CO)=O